({[(2R,3S,4R,5R)-5-(6-chloro-4-{[(1S)-1-phenylethyl]amino}-1H-pyrazolo[3,4-d]pyrimidin-1-yl)-3,4-dihydroxyoxolan-2-yl]methoxyl(hydroxy)phosphoryl}methyl)phosphonic acid ClC1=NC(=C2C(=N1)N(N=C2)[C@H]2[C@@H]([C@@H]([C@H](O2)COP(=O)(O)CP(O)(O)=O)O)O)N[C@@H](C)C2=CC=CC=C2